(S)-4-(4-((benzyloxy)carbonyl)-3-(cyanomethyl)piperazin-1-yl)-2-(methylsulfanyl)-5,6-dihydropyrido[3,4-d]pyrimidine-7(8H)-carboxylic acid tert-butyl ester C(C)(C)(C)OC(=O)N1CC=2N=C(N=C(C2CC1)N1C[C@@H](N(CC1)C(=O)OCC1=CC=CC=C1)CC#N)SC